3-pyrazol-1-yl-benzenesulfonamide N1(N=CC=C1)C=1C=C(C=CC1)S(=O)(=O)N